ClC1=CC=CC=2C=C(OC21)C(=O)O 7-chloro-1-benzofuran-2-carboxylic acid